ClC=1N=NC(=CC1NCC1=CC=C(C=C1)OC)Cl 3,6-dichloro-N-(4-methoxybenzyl)pyridazin-4-amine